ClC1=CN=CC(=N1)NC1=CC(=CC=C1)CN1N=C2C(=C1C1=C(C=CC=C1)F)CN(C2)C 6-chloro-N-(3-((3-(2-fluorophenyl)-5-methyl-5,6-dihydropyrrolo[3,4-c]pyrazol-2(4H)-yl)methyl)phenyl)pyrazin-2-amine